4-(4-amino-6-bromopyrazolo[5,1-f][1,2,4]triazin-5-yl)-2-methoxy-N-(2,2,2-trifluoroethyl)benzamide NC1=NC=NN2C1=C(C(=N2)Br)C2=CC(=C(C(=O)NCC(F)(F)F)C=C2)OC